C(=CCCCCCCCCC)C1=CC2=C(C=C1)OCO2 1-undecenyl-3,4-methylenedioxybenzene